N-lauroyl-phenylalanine C(CCCCCCCCCCC)(=O)N[C@@H](CC1=CC=CC=C1)C(=O)O